4-(hydroxymethyl)cyclohexene-1,2,3-triol OCC1C(C(=C(CC1)O)O)O